2-fluoro-1-(3-(3-(2-(trifluorometh-yl)pyridin-4-yl)-1H-pyrazolo[3,4-b]pyridin-1-yl)azetidin-1-yl)prop-2-en-1-one FC(C(=O)N1CC(C1)N1N=C(C=2C1=NC=CC2)C2=CC(=NC=C2)C(F)(F)F)=C